[Zn].C1(=CC=CC=C1)O Phenol Zinc